FC1=C(C(=O)Cl)C(=C(C(=C1)F)F)[N+](=O)[O-] 2,4,5-trifluoro-6-nitrobenzoyl chloride